3-cyclopropyl-5-[(2-fluoro-2-methyl-propyl)sulfamoyl]-8,9-dihydro-7H-cyclopenta[h]isoquinoline-7-carboxylic acid C1(CC1)C=1N=CC2=C3C(=CC(=C2C1)S(NCC(C)(C)F)(=O)=O)C(CC3)C(=O)O